6,7-dimethyl-3-(2-{[(3S)-piperidin-3-yl]amino}-5-(trifluoromethyl)pyrimidin-4-yl)-1H,4H,5H,6H,7H,8H-pyrrolo[2,3-c]azepin-8-one CC1CCC2=C(C(N1C)=O)NC=C2C2=NC(=NC=C2C(F)(F)F)N[C@@H]2CNCCC2